4-amino-7-(6-(hydroxymethyl)tetrahydro-2H-pyran-3-yl)-5H-pyrrolo[3,2-d]pyrimidine NC=1C2=C(N=CN1)C(=CN2)C2COC(CC2)CO